N1=C(C=CC=C1)N1C(=CC2=CC=CC=C12)C=1C2(C3=CC(=CC=C3C1)C(F)(F)F)CCC2 1-(Pyridin-2-yl)-2-(6'-(trifluoromethyl)spiro[cyclobutane-1,1'-inden]-2'-yl)-1H-indole